4-Chloroanisole ClC1=CC=C(C=C1)OC